tetraoxo-ethylenediaminetetraacetic acid O=C(C(=O)O)N(CCN(C(C(=O)O)=O)C(C(=O)O)=O)C(C(=O)O)=O